(1R,4R)-N1-((1H-pyrazol-4-yl)methyl)-N4-(4-(5-(cyclopropylmethyl)-1-methyl-1H-pyrazol-4-yl)pyrimidin-2-yl)cyclohexane-1,4-diamine N1N=CC(=C1)CNC1CCC(CC1)NC1=NC=CC(=N1)C=1C=NN(C1CC1CC1)C